6-((4-((3R,4R)-3-amino-4-fluoropiperidin-1-yl)-5-(1-(difluoromethyl)-1H-pyrazol-4-yl)pyridin-2-yl)amino)-2-(2-fluoro-6-methoxyphenyl)nicotinonitrile hydrochloride Cl.N[C@@H]1CN(CC[C@H]1F)C1=CC(=NC=C1C=1C=NN(C1)C(F)F)NC1=NC(=C(C#N)C=C1)C1=C(C=CC=C1OC)F